4-methyl-3-(3-methylbutyl)azoline-2,5-dione CC1=C(C(NC1=O)=O)CCC(C)C